FC(C1=CC=C(OCCN2CC3(C2)CCS(CC3)(=O)=O)C=C1)(F)F 2-(2-(4-(trifluoromethyl)phenoxy)ethyl)-7-thia-2-azaspiro[3.5]nonane 7,7-dioxide